ClC=1C=CC2=C(C3NC(N(C(O2)(C3)C)C=3C=C(C(=O)O)C=CC3)=O)C1 3-(8-chloro-2-methyl-4-oxo-5,6-dihydro-2H-2,6-methanobenzo[g][1,3,5]oxadiazocine-3(4H)-yl)benzoic acid